dimethyl-piperazine-1-carboxylate CC1(N(CCNC1)C(=O)[O-])C